4-(4-(1-Methylazetidin-3-yl)piperazin-1-yl)-N-(2-phenoxyethyl)-1H-benzo[d]imidazole-1-carboxamide CN1CC(C1)N1CCN(CC1)C1=CC=CC=2N(C=NC21)C(=O)NCCOC2=CC=CC=C2